3-ethyl-4-oxo-3,4-dihydroimidazo[5,1-d][1,2,3,5]tetrazine-8-carboxamide C(C)N1N=NC=2N(C1=O)C=NC2C(=O)N